2-(5,7-difluoro-1-naphthyl)-4,4,5,5-tetramethyl-1,3,2-dioxaborolane FC1=C2C=CC=C(C2=CC(=C1)F)B1OC(C(O1)(C)C)(C)C